The molecule is a sphingomyelin d18:1 in which the acyl group specified is heptadecanoyl. It has a role as a mouse metabolite. It is a sphingomyelin d18:1 and a sphingomyelin 35:1. It derives from a heptadecanoic acid. CCCCCCCCCCCCCCCCC(=O)N[C@@H](COP(=O)([O-])OCC[N+](C)(C)C)[C@@H](/C=C/CCCCCCCCCCCCC)O